ClC1=CC=C(C=C1)C(=O)C1=CC=C(C=C1)O (4-chlorophenyl)-(4-hydroxyphenyl)methanone